C(CCCCCCCCCCC)(=O)OC1CC(N(C(C1)(C)C)CC(COCCCC)O)(C)C 1-[3-(n-butyloxy)-2-hydroxypropyl]-2,2,6,6-tetramethylpiperidin-4-yl dodecanoate